C1OC2=C(C3=C(C=CC4=C5C=CC(=C(C5=C[N+](=C34)C)O)OC)C=C2)O1 3-(methylenedioxy)-5-methyl-7-hydroxy-8-methoxybenzo[c]-phenanthridinium